C1(=CC=CC=C1)C1=C(C=CC=C1)NC(=O)NC1=CC=C(C=C1)S(=O)(=O)N 4-{[(biphenyl-2'-yl)carbamoyl]amino}benzenesulfonamide